OC1CN(CC1)C(=O)C=1OC2=C(C1)C(=CC(=C2)OC)\C=C\C2=CC=C(C=C2)OC (E)-(3-hydroxypyrrolidin-1-yl)(6-methoxy-4-(4-methoxystyryl)benzofuran-2-yl)methanone